C(CCCCCCCCCCCCCCCCC)C1(CC1)C(=O)O octadecylcyclopropanecarboxylic acid